ClC=1C=C(C2=C(CCO2)C1)S(=O)(=O)NC=1C=NC=2CCNC(C2C1)=O 5-Chloro-N-(5-oxo-5,6,7,8-tetrahydro-1,6-naphthyridin-3-yl)-2,3-dihydrobenzofuran-7-sulfonamide